7-(3-{[(2S)-2,3-dihydroxypropoxy]amino}azetidin-1-yl)-6-fluoro-4-oxo-1-(1,3-thiazol-2-yl)-1,4-dihydro-1,8-naphthyridine-3-carboxylic acid O[C@H](CONC1CN(C1)C1=C(C=C2C(C(=CN(C2=N1)C=1SC=CN1)C(=O)O)=O)F)CO